2-((S)-4-((1S,8R)-4-chloro-8'-fluoro-2'-(((S)-pyrrolidin-2-yl)methoxy)-2,3,5',8'-tetrahydro-6'H-spiro[indene-1,7'-quinazolin]-4'-yl)-1-(2-fluoroacryloyl)piperazin-2-yl)acetonitrile ClC1=C2CC[C@@]3(CCC=4C(=NC(=NC4C3F)OC[C@H]3NCCC3)N3C[C@@H](N(CC3)C(C(=C)F)=O)CC#N)C2=CC=C1